CC(C(=O)OC)(C)OC=C(CCCCCCCC)C methyl 2-methyl-2-((2-methyldec-1-en-1-yl)oxy)propanoate